2-amino-3,3,3-trifluoro-2-methyl-propanamide NC(C(=O)N)(C(F)(F)F)C